N-(4-fluorophenyl)-4-hydroxy-6-sulfoxy-2-(6-trifluoromethylpyridin-3-yl)-1,2,5,6-tetrahydropyridine-5-carboxamide FC1=CC=C(C=C1)NC(=O)C1C(=CC(NC1OS(=O)(=O)O)C=1C=NC(=CC1)C(F)(F)F)O